ClC1=NC(=NC(=C1)C)C(C)(F)F 4-chloro-2-(1,1-difluoroethyl)-6-methylpyrimidine